C(#N)[C@@H](C[C@H]1C(NCC1)=O)NC(=O)[C@@H]1N([C@@H]2CC([C@H]1CC2)(F)F)C([C@H](CC2CCC2)NC(C(F)(F)F)=O)=O (1S,3R,4S)-N-[(1R)-1-cyano-2-[(3S)-2-oxopyrrolidin-3-yl]ethyl]-2-[(2S)-3-cyclobutyl-2-[(2,2,2-trifluoroacetyl)amino]propanoyl]-5,5-difluoro-2-azabicyclo[2.2.2]octane-3-carboxamide